FC=1C=CC(=C2C=NNC12)C1=NN(C2=NC(=NC(=C21)N)NC2=C(C=C(C=C2)S(=O)(=O)C)F)C(C)(C)C 3-(7-Fluoro-1H-indazol-4-yl)-N6-[2-fluoro-4-(methylsulfonyl)phenyl]-1-(2-methyl-2-propanyl)-1H-pyrazolo[3,4-d]pyrimidine-4,6-diamine